BrCCOC=1C=C2CC(N(C2=C(C1)F)C)=O 5-(2-bromoethoxy)-7-fluoro-1-methyl-2,3-dihydro-1H-indol-2-one